NC=1C=CC(=C(C1)S(=O)(=O)N=CN(C)C)C=1C=NC=C(C1)F 5-amino-N-[(dimethylamino)methylene]-2-(5-fluoropyridin-3-yl)benzenesulfonamide